lithium bisfluoropropionate borate B([O-])(O)O.FC(C(=O)O)(C)F.[Li+]